6-(trimethylsilyl)-2,3-dihydro-1H-indene-5-yl trifluoromethanesulfonate FC(S(=O)(=O)OC=1C=C2CCCC2=CC1[Si](C)(C)C)(F)F